(3S,4R)-4-fluoro-1-((6-fluoro-5-(trifluoromethoxy)-1H-indol-2-yl)methyl)piperidin-3-amine F[C@H]1[C@H](CN(CC1)CC=1NC2=CC(=C(C=C2C1)OC(F)(F)F)F)N